NC1=C(C(N(C2=CC(=CC=C12)C(F)(F)F)C=1C=NC(=CC1)C)=O)C(=O)OC methyl 4-amino-1-(6-methylpyridin-3-yl)-2-oxo-7-(trifluoromethyl)-1,2-dihydroquinoline-3-carboxylate